butyl 6-(4-bromo-3-(2-(2-methoxyethyl)-2H-indazol-5-yl)-5-methyl-1H-pyrazol-1-yl)-2-azaspiro[3.3]heptane-2-carboxylate BrC=1C(=NN(C1C)C1CC2(CN(C2)C(=O)OCCCC)C1)C1=CC2=CN(N=C2C=C1)CCOC